2-(5-Phenylthiophen-2-yl)-N-(2-(piperidin-1-yl)ethyl)acetamid C1(=CC=CC=C1)C1=CC=C(S1)CC(=O)NCCN1CCCCC1